COC=1C=C(C=C(C1OC)OC)N1C=NC(=C1)NC1=NC=2CCCCC2C(=N1)N1[C@H](CCC1)CO (R)-(1-(2-((1-(3,4,5-trimethoxyphenyl)-1H-imidazol-4-yl)amino)-5,6,7,8-tetrahydroquinazolin-4-yl)pyrrolidin-2-yl)methanol